NC(C(=O)O)CC1CCCCC1 alpha-amino-β-cyclohexylpropionic acid